CNC(CCCN1CCN(CC1)C)C N-methyl-1-methyl-4-(4-methylpiperazin-1-yl)butylamine